ClC=1C=C2C(=NC(=NC2=C(C1C1=CC=CC2=C1N=C(S2)N)F)OC[C@H]2N(CC(C2)(F)F)C)N2CCNCC2 4-(6-chloro-2-(((S)-4,4-difluoro-1-methyl-pyrrolidin-2-yl)methoxy)-8-fluoro-4-(piperazin-1-yl)quinazolin-7-yl)benzo[d]thiazol-2-amine